(1S,9R)-7-chloro-2-(2-hydroxyacetyl)-1-methyl-2,3,9,10-tetrahydro-1H-furo[3,2-f]pyrrolo[3,4-c]quinoline-9-carboxamide ClC=1C2=C(C=3C4=C(C=NC3C1)CN([C@H]4C)C(CO)=O)C[C@@H](O2)C(=O)N